1-(4-(2,6-bis(benzyloxy)pyridin-3-yl)phenyl)azetidin-3-ol C(C1=CC=CC=C1)OC1=NC(=CC=C1C1=CC=C(C=C1)N1CC(C1)O)OCC1=CC=CC=C1